FC1=CC=C(C=C1)N1CC=2C(=NC=CC2C1=O)C1=C(C(=NC=C1)C)OC 2-(4-fluorophenyl)-4-(3-methoxy-2-methylpyridin-4-yl)-2,3-dihydro-1H-pyrrolo[3,4-c]pyridin-1-one